ClC1=C(C(=CC=C1)F)N1N=CC(=C1CO[C@H]1[C@@H]2CN([C@H](C1)C2)C2=CC(=C(C(=O)OC)C=C2)F)C2CC2 methyl 4-[(1S,4S,5R)-5-[[1-(2-chloro-6-fluorophenyl)-4-cyclopropyl-1H-pyrazol-5-yl]methoxy]-2-azabicyclo[2.2.1]heptan-2-yl]-2-fluorobenzoate